N1CC(C1)N1C(CNC(C1)C1=C(C(=CC=C1O)Cl)Cl)=O 1-(azetidin-3-yl)-5-(2,3-dichloro-6-hydroxyphenyl)piperazin-2-one